C(C)(=O)OCCCOC1=C(C=C(C=C1)C1=CC=C(C=C1)C(=O)OCC)C1=CC(=C(C=C1)N1CCCC1)[SiH2]C(C)(C)C ethyl 4'-(3-acetoxypropoxy)-4''-(pyrrolidin-1-yl)-3''-(trimethylmethylsilyl)-[1,1':3',1''-terphenyl]-4-carboxylate